Cl.BrC=1C=C(SC1)[C@@H](C)N (R)-1-(4-bromothiophen-2-yl)ethylamine hydrochloride